N1=C(N=C(N=C1O)O)O S-Triazinetriol